Potassium 4,9-dihydroxypyrimido[4,5-g]pteridine-2,7-diol OC1=NC(=NC2=NC=3C(=NC(=NC3N=C21)O)O)O.[K]